2-[4-[5-chloro-6-oxo-2-(4-pyridinyl)-1H-pyrimidin-4-yl]piperazin-1-yl]-N,N-dimethyl-acetamide ClC1=C(N=C(NC1=O)C1=CC=NC=C1)N1CCN(CC1)CC(=O)N(C)C